acrylate (2,2,6,6-tetramethyl-1-(phenylthio)-4-piperidinyl methacrylate) CC1(N(C(CC(C1)C=C(C(=O)O)C)(C)C)SC1=CC=CC=C1)C.C(C=C)(=O)O